CC1=NC(=NC(=C1)C)[C@@H]1[C@H](CC1)C=1NC(C2=C(N1)N(N=C2C#N)[C@@H](C)C=2C=NC(=CC2)C(F)(F)F)=O 6-((1S,2S)-2-(4,6-dimethylpyrimidin-2-yl)cyclobutyl)-4-oxo-1-((S)-1-(6-(trifluoromethyl)pyridin-3-yl)ethyl)-4,5-dihydro-1H-pyrazolo[3,4-d]pyrimidine-3-carbonitrile